(hydroxymethyl)-5-propoxytetrahydro-2H-pyran-3,4-diol OCC1OCC(C(C1O)O)OCCC